COC(=O)C=1N=NC(=CC1)N1CCC(CC1)OC1=C(C=CC=C1)C(F)(F)F.FC(C1=C(OC2CCN(CC2)C2=CC=C(N=N2)C(=O)NN)C=CC=C1)(F)F 6-(4-(2-(trifluoromethyl)phenoxy)piperidin-1-yl)pyridazine-3-carbohydrazide Methyl-6-(4-(2-(trifluoromethyl)phenoxy)piperidin-1-yl)pyridazine-3-carboxylate